N-(4-chloro-3-methylphenyl)-2-(1-(4-(2,6-dioxopiperidin-3-yl)-3,5-difluorophenyl)azetidin-3-yl)acetamide ClC1=C(C=C(C=C1)NC(CC1CN(C1)C1=CC(=C(C(=C1)F)C1C(NC(CC1)=O)=O)F)=O)C